ClC1=CC(=C(S1)C1=CC=C(C(=N1)C)O[C@@H]1C[C@H](CCC1)C(=O)O)COC(NC1CCCC1)=O (1S,3S)-3-((6-(5-Chloro-3-(((cyclopentylcarbamoyl)oxy)methyl)thiophen-2-yl)-2-methylpyridine-3-yl)oxy)cyclohexane-1-carboxylic acid